C1(CCCCC1)CN1N=CC(=C1C)B1OC(C(O1)(C)C)(C)C 1-(cyclohexylmethyl)-5-methyl-4-(4,4,5,5-tetramethyl-1,3,2-dioxaborolan-2-yl)pyrazole